3-(4-(tert-butyl)benzoylamino)-5-(1-(3,4-difluorophenyl)-1H-pyrazol-4-yl)benzofuran-2-carboxylic acid C(C)(C)(C)C1=CC=C(C(=O)NC2=C(OC3=C2C=C(C=C3)C=3C=NN(C3)C3=CC(=C(C=C3)F)F)C(=O)O)C=C1